N-[(1S)-1-[4-(4-{[2-(2,6-dioxopiperidin-3-yl)-1,3-dioxo-2,3-dihydro-1H-isoindol-4-yl]amino}butoxy)phenyl]ethyl]acetamide O=C1NC(CCC1N1C(C2=CC=CC(=C2C1=O)NCCCCOC1=CC=C(C=C1)[C@H](C)NC(C)=O)=O)=O